Methyl 2-[[4-[6-[(6-bromo-3-pyridyl)methoxy]-2-pyridyl]-2,5-difluorophenyl]methyl]-3-[[(2S)-oxetan-2-yl]methyl]benzimidazole-5-carboxylate BrC1=CC=C(C=N1)COC1=CC=CC(=N1)C1=CC(=C(C=C1F)CC=1N(C2=C(N1)C=CC(=C2)C(=O)OC)C[C@H]2OCC2)F